O=C1NC=2C=CC=C3C=C(N(C1)C32)C(=O)OCC ethyl 10-oxo-1,9-diazatricyclo[6.3.1.04,12]dodeca-2,4,6,8(12)-tetraene-2-carboxylate